(1-butyl-3-vinylimidazole) bis(trifluoromethanesulfonyl)imide salt [N-](S(=O)(=O)C(F)(F)F)S(=O)(=O)C(F)(F)F.C(CCC)N1CN(C=C1)C=C